3,5-Diallyloxybenzyl alcohol C(C=C)OC=1C=C(CO)C=C(C1)OCC=C